Ethyl 2-(5-(2-(dimethylamino) ethyl)-2-oxo-4-(trifluoromethyl) pyridin-1(2H)-yl)-4,4-dimethylpentanoate CN(CCC=1C(=CC(N(C1)C(C(=O)OCC)CC(C)(C)C)=O)C(F)(F)F)C